(4R)-4-[3-[3-[4-(4-Cyclopropyl-pyrimidin-2-yl)oxyphenyl]azetidin-1-yl]-3-oxo-propyl]oxazolidin-2-one C1(CC1)C1=NC(=NC=C1)OC1=CC=C(C=C1)C1CN(C1)C(CC[C@H]1NC(OC1)=O)=O